C1N(CC2=CC=CC=C12)C[C@@H](C)NC(OC(C)(C)C)=O (R)-tert-butyl (1-(isoindolin-2-yl)propan-2-yl)carbamate